4-(pyrimidin-5-yl)isoindolin-1-one N1=CN=CC(=C1)C1=C2CNC(C2=CC=C1)=O